((2S,3S)-1,4-dioxaspiro[4.5]decane-2,3-diyl)bis(diphenylmethanol) O1[C@@H]([C@H](OC12CCCCC2)C(O)(C2=CC=CC=C2)C2=CC=CC=C2)C(O)(C2=CC=CC=C2)C2=CC=CC=C2